ClC1=CC2=C(C=N1)N=C(N2COCC[Si](C)(C)C)C2N(CCC2)C 2-(6-chloro-1-{[2-(trimethylsilyl)ethoxy]methyl}imidazo[4,5-c]pyridin-2-yl)-1-methylpyrrolidine